N-[4-amino-1-(2-trimethylsilylethoxymethyl)pyrazolo[4,3-c]pyridin-7-yl]-N',N'-bis[(3,5-difluorophenyl)methyl]oxamide NC1=NC=C(C2=C1C=NN2COCC[Si](C)(C)C)NC(=O)C(=O)N(CC2=CC(=CC(=C2)F)F)CC2=CC(=CC(=C2)F)F